CC=1C=CC2=C(C(OC(=N2)CC2=CC(=C(C=C2)OC)OC)=O)C1 6-methyl-2-[(3,4-dimethoxyphenyl)-methyl]-4H-3,1-benzoxazin-4-one